BrC=1C=CC=C2CC[C@H](CC12)O (R)-8-bromo-1,2,3,4-tetrahydronaphthalen-2-ol